2-acetyl-5-phenylcyclohexane-1,3-dione C(C)(=O)C1C(CC(CC1=O)C1=CC=CC=C1)=O